1-(6-(4-cyano-3-fluorophenyl)-1H-imidazolo[4,5-c]pyridin-4-yl)piperidin-4-yl-carbamate C(#N)C1=C(C=C(C=C1)C1=CC2=C(C(=N1)N1CCC(CC1)NC([O-])=O)N=CN2)F